(2S)-2-[9H-fluorene-9-ylmethoxycarbonyl(methyl)amino]-4-oxo-4-prop-2-enoxybutanoic acid C1=CC=CC=2C3=CC=CC=C3C(C12)COC(=O)N([C@H](C(=O)O)CC(OCC=C)=O)C